1-(3,5-dichloro-2-pyridyl)propan-2-one ClC=1C(=NC=C(C1)Cl)CC(C)=O